(2S)-2-((2-ethoxyphenoxy)methyl)morpholine-4-carboxylic acid 1-((D-valyl) oxy)-2-methylpropyl ester N[C@H](C(C)C)C(=O)OC(C(C)C)OC(=O)N1C[C@H](OCC1)COC1=C(C=CC=C1)OCC